2-bromo-3-(methoxymethoxy)-4-((methoxymethoxy) carbonyl)-5,6-dimethylphenyl 5-(benzyloxy)-7-methylchromane-8-carboxylate C(C1=CC=CC=C1)OC1=C2CCCOC2=C(C(=C1)C)C(=O)OC1=C(C(=C(C(=C1C)C)C(=O)OCOC)OCOC)Br